7-(4-bromo-3-chloro-benzoyl)-N-[(3-methoxy-2-methyl-phenyl)methyl]-2-(4-methoxyphenyl)-3-oxo-6,8-dihydro-5H-imidazo[1,5-a]pyrazine-1-carboxamide BrC1=C(C=C(C(=O)N2CC=3N(CC2)C(N(C3C(=O)NCC3=C(C(=CC=C3)OC)C)C3=CC=C(C=C3)OC)=O)C=C1)Cl